ClC1=CC=C2C=CN=C(C2=C1)OCCN1CC2(COC2)C1 6-(2-((7-chloroisoquinolin-1-yl)oxy)ethyl)-2-oxa-6-azaspiro[3.3]heptane